C1(CC1)CN1CC(C(CC1)C)C(=O)C1=CC2=CC=CC(=C2C=C1)O (1-(cyclopropylmethyl)-4-methylpiperidin-3-yl)(5-hydroxynaphthalen-2-yl)methanone